2-(((6-((2-hydroxyethyl)amino)hexanoyl)oxy)methyl)propane-1,3-diyl Dinonanoate C(CCCCCCCC)(=O)OCC(COC(CCCCCCCC)=O)COC(CCCCCNCCO)=O